C(\C=C/CCC)O (Z)-2-hexenol